P(=O)(OCC(C)C)(OCC(C)C)OC1=CC=CC=C1 bis(2-methylpropyl) phenyl phosphate